(pyrrolidin-3-yl)-1,2,3,4-tetrahydroquinoline-6-carbonitrile N1CC(CC1)N1CCCC2=CC(=CC=C12)C#N